1-methoxy-5-((2-methyl-1,4-diazepan-1-yl)sulfonyl)isoquinoline hydrochloride Cl.COC1=NC=CC2=C(C=CC=C12)S(=O)(=O)N1C(CNCCC1)C